BrCCCC(=O)Cl 4-bromobutanoyl chloride